NC1=C(C=C(C=C1C)N(C(OC(C)(C)C)=O)CC1=CC=C(C=C1)F)SCC tert-butyl (4-amino-3-(ethylthio)-5-methylphenyl)(4-fluorobenzyl)carbamate